(3S)-piperidine N1CCCCC1